2-chloro-5-(trimethylsilyl)pyridine ClC1=NC=C(C=C1)[Si](C)(C)C